Racemic-3-(3-chloro-4-fluorophenyl)-1-isobutyl-1-(1-(1-oxo-1,2-dihydro-2,7-naphthyridin-4-yl)ethyl)urea ClC=1C=C(C=CC1F)NC(N([C@H](C)C1=CNC(C2=CN=CC=C12)=O)CC(C)C)=O |r|